methyl 4-[(4-methoxyphenyl)methyl]-5-oxo-6-[(E)-styryl]pyrazine-2-carboxylate COC1=CC=C(C=C1)CN1C=C(N=C(C1=O)\C=C\C1=CC=CC=C1)C(=O)OC